[Cl-].C(OC[N+]1(CCC=C(C1)C1=NSN=C1OCCCCCC)C)(OCCC)=O [5-(4-hexyloxy-1,2,5-thiadiazol-3-yl)-1-methyl-3,6-dihydro-2H-pyridin-1-ium-1-yl]methyl propyl carbonate chloride